(P)-2-[4-[4-(aminomethyl)-1-oxo-2H-phthalazin-6-yl]-2-methyl-pyrazol-3-yl]-6-(cyclopropoxy)-3-fluoro-benzonitrile NCC1=NNC(C2=CC=C(C=C12)C1=C(N(N=C1)C)C1=C(C#N)C(=CC=C1F)OC1CC1)=O